3-(5-((4-(2-methyl-6,7-dihydro-5H-cyclopenta[4,5]thieno[2,3-d]pyrimidin-4-yl)piperidin-1-yl)methyl)-1-oxoisoindolin-2-yl)piperidine-2,6-dione CC=1N=C(C2=C(N1)SC1=C2CCC1)C1CCN(CC1)CC=1C=C2CN(C(C2=CC1)=O)C1C(NC(CC1)=O)=O